OC1=C(C=CC(=C1O)O)C(=O)C1=CC=C(C=C1)CCC (4-propylphenyl) (2,3,4-trihydroxyphenyl) ketone